2'-(5-Fluoro-2-((5-(4-methyl-piperazin-1-yl)pyridin-2-yl)amino)pyrimidin-4-yl)-5'-methyl-5',6'-dihydro-4'H-spiro[cyclobutane-1,7'-thieno[3,2-c]pyridin]-4'-one FC=1C(=NC(=NC1)NC1=NC=C(C=C1)N1CCN(CC1)C)C1=CC=2C(N(CC3(C2S1)CCC3)C)=O